5'-bromoterphenyl BrC1=CC=C(C(=C1)C1=CC=CC=C1)C1=CC=CC=C1